3-oxo-6-aminoheptanoyl-CoA O=C(CC(=O)SCCNC(CCNC([C@@H](C(COP(OP(OC[C@@H]1[C@H]([C@H]([C@@H](O1)N1C=NC=2C(N)=NC=NC12)O)OP(=O)(O)O)(=O)O)(=O)O)(C)C)O)=O)=O)CCC(C)N